heptadecan-9-yl 8-((2-hydroxy-6-(1-methyl-1H-pyrrole-2-carboxamido)hexyl)(6-oxo-6-(undecyloxy)hexyl)Amino)octanoate OC(CN(CCCCCCCC(=O)OC(CCCCCCCC)CCCCCCCC)CCCCCC(OCCCCCCCCCCC)=O)CCCCNC(=O)C=1N(C=CC1)C